azetidin-3-yl butylcarbamate C(CCC)NC(OC1CNC1)=O